2-amino-2-(2-(1-octyl-1H-1,2,3-triazol-4-yl)ethynyl)propane-1,3-diol NC(CO)(CO)C#CC=1N=NN(C1)CCCCCCCC